(4R)-4-amino-1-[4-[4-[6-chloro-4-[difluoro-[(2R)-morpholin-2-yl]methyl]-2-pyridyl]piperazin-1-yl]sulfonylphenyl]pyrrolidin-2-one N[C@@H]1CC(N(C1)C1=CC=C(C=C1)S(=O)(=O)N1CCN(CC1)C1=NC(=CC(=C1)C([C@H]1CNCCO1)(F)F)Cl)=O